[Zn+2].[N-]=C=O.[N-]=C=O isocyanate zinc